C(C1=CC=CC=C1)NC1=C(C=CC=C1Br)S(=O)(=O)N(CC1=CC=C(C=C1)OC)CC (benzylamino)-3-bromo-N-ethyl-N-[(4-methoxyphenyl)methyl]benzenesulfonamide